OC1(CC(C1)C(=O)N1CC2(C1)CC(C2)CC2=C(C=CC=C2)C)C ((1s,3s)-3-hydroxy-3-methylcyclobutyl)(6-(2-methylbenzyl)-2-azaspiro[3.3]hept-2-yl)methanone